ClC=1C(=C(NC2(CCC3(C(CC4=CC=CC=C34)C[C@H](COC3=CC=NC=4CCC[C@H](C34)C)C)CC2)C(=O)O)C=CC1)F 4-(3-chloro-2-fluoroanilino)-2'-[(2R)-2-methyl-3-{[(5R)-5-methyl-5,6,7,8-tetrahydroquinolin-4-yl]oxy}propyl]-2',3'-dihydrospiro[cyclohexane-1,1'-indene]-4-carboxylic acid